COC=1C=C2[C@@H]([C@H](N(C(C2=CC1OC)=O)CC1=CC=C(C=C1)C)C1=CC=C(C=C1)C(F)(F)F)C(=O)NC1=CC(=CC=C1)N1CCN(CC1)C (3S,4S)-6,7-Dimethoxy-2-(4-methylbenzyl)-N-(3-(4-methylpiperazin-1-yl)phenyl)-1-oxo-3-(4-(trifluoromethyl)phenyl)-1,2,3,4-tetrahydroisochinolin-4-carboxamid